N-(2,2'-dichloro-3'-(5-(((2-hydroxypropyl)amino)methyl)-6-methoxypyridin-2-yl)-[1,1'-biphenyl]-3-yl)-1,3-dimethyl-2,4-dioxo-1,2,3,4-tetrahydropyrimidine-5-carboxamide ClC1=C(C=CC=C1NC(=O)C=1C(N(C(N(C1)C)=O)C)=O)C1=C(C(=CC=C1)C1=NC(=C(C=C1)CNCC(C)O)OC)Cl